(S)-7-((5-(4-hydroxyazepan-1-yl)pyridin-2-yl)amino)-4-(imidazo[1,2-a]pyrazin-3-yl)isoindolin-1-one O[C@@H]1CCN(CCC1)C=1C=CC(=NC1)NC=1C=CC(=C2CNC(C12)=O)C1=CN=C2N1C=CN=C2